3,3,3-trichloro-2,2-difluoropropionamide ClC(C(C(=O)N)(F)F)(Cl)Cl